BrC1=C(C(=C(C=C1)F)F)Cl 1-bromo-2-chloro-3,4-difluoro-benzene